5-cyclohexyl-4-pentene-2,3-dione C1(CCCCC1)C=CC(C(C)=O)=O